C(C)(C)(C)OC(=O)N(CC(CN1C(=NC2=C1C(=CC(=C2)F)C=2C=C(O[C@H]1C[C@H](N(C1)C(=O)OCC1=CC=CC=C1)C(=O)OC)C=C(C2)C#N)C)OC)C O1-benzyl O2-methyl (2S,4S)-4-[3-[3-[3-[tert-butoxycarbonyl(methyl)amino]-2-methoxy-propyl]-6-fluoro-2-methyl-benzimidazol-4-yl]-5-cyano-phenoxy]pyrrolidine-1,2-dicarboxylate